FC=1C(=NC(=NC1)N[C@H]1[C@@H](COCC1)O)C=1C=C2C(=C(C(=NC2=CC1)C)C)C(C)C (3S,4R)-4-((5-fluoro-4-(4-isopropyl-2,3-dimethylquinolin-6-yl)pyrimidin-2-yl)amino)tetrahydro-2H-pyran-3-ol